C(C)OC=1C=C(C=O)C=CC1OC(CC)CC=C 3-ethoxy-4-(hex-5-en-3-yloxy)benzaldehyde